Dimethoxybenzylidenedioxoimidazolepropionic acid ethylhexyl ester C(C)C(CCCCC)OC(C(C(C=1N=CC(N1)=C(C1=C(C=CC=C1)OC)OC)=O)=O)=O